CN(C1CN(CC1)C1=CC=CC=2N(C=NC21)C(=O)NCCCC2=CC=CC=C2)C 4-(3-(Dimethylamino)pyrrolidin-1-yl)-N-(3-phenylpropyl)-1H-benzo[d]imidazole-1-carboxamide